ClC=1C(=C(C=CC1)NC1=C(NC2=C1C(NCC2C[C@@H]2OC[C@H](OC2)CO)=O)C2=C(C=NC=C2)F)OC 3-[(3-chloro-2-methoxyphenyl)amino]-2-(3-fluoropyridin-4-yl)-7-{[(2S,5R)-5-(hydroxymethyl)-1,4-dioxan-2-yl]methyl}-1H,5H,6H,7H-pyrrolo[3,2-c]pyridin-4-one